C(CCCCCCC\C=C/CCCCCCCC)OC(C(C)OCCCCCCCC\C=C/CCCCCCCC)N(C)C 1,2-dioleyloxy-N,N-dimethylamino-propane